4-fluoro-7-methyl-N-(1-(1-methylpiperidin-4-yl)-1H-pyrazol-3-yl)-1H-indole FC1=C2C=CN(C2=C(C=C1)C)C1=NN(C=C1)C1CCN(CC1)C